(cis)-3-hexenal acetate C(C)(=O)O.C(C\C=C/CC)=O